di(n-hexylphenyl) carbonate C(OC1=C(C=CC=C1)CCCCCC)(OC1=C(C=CC=C1)CCCCCC)=O